tert-butyl (R)-4-(4-((1-(3-(difluoromethyl)-2-fluorophenyl)ethyl) amino)quinolin-6-yl)-3,6-dihydropyridine-1(2H)-carboxylate FC(C=1C(=C(C=CC1)[C@@H](C)NC1=CC=NC2=CC=C(C=C12)C=1CCN(CC1)C(=O)OC(C)(C)C)F)F